[Ca+].S(=O)(=O)([O-])[O-].[NH4+] ammonium sulfate, calcium salt